ClC1=C(C=CC=C1NC(=O)C=1N(C2=C(CN(CC2)C)N1)C)C1=C(C(=CC=C1)C1=C(C(=C(C(=C1)OCC)C=O)F)Cl)C N-(2,2''-dichloro-5''-ethoxy-3''-fluoro-4''-formyl-2'-methyl-[1,1':3',1''-terphenyl]-3-yl)-1,5-dimethyl-4,5,6,7-tetrahydro-1H-imidazo[4,5-c]pyridine-2-carboxamide